5-(3,4-dimethoxyphenyl)-1,1-dioxo-2-propyl-N-[3-(trifluoromethyl)phenyl]-2H-1λ6,2,6-thiadiazine-3-carboxamide COC=1C=C(C=CC1OC)C=1C=C(N(S(N1)(=O)=O)CCC)C(=O)NC1=CC(=CC=C1)C(F)(F)F